(R/S)-3-methyl-1-(oxetan-2-yl-methyl)-6-[3-(trifluoromethyl)phenyl]imidazo[4,5-b]pyridin-2-one CN1C(N(C=2C1=NC=C(C2)C2=CC(=CC=C2)C(F)(F)F)C[C@@H]2OCC2)=O |r|